ClC=1C=C(C=C(C1)NS(=O)(=O)C)NC(=O)C1=CN(C(=C1)C)C1=NC=C(C=N1)OC1COC1 N-(3-chloro-5-(methylsulfonylamino)phenyl)-5-methyl-1-(5-(oxetan-3-yloxy)pyrimidin-2-yl)-1H-pyrrole-3-carboxamide